C[C@H]1[C@H]2[C@H](C[C@H]3[C@@H]4CC[C@H]5CCCC[C@]5(C)[C@H]4CC[C@]23C)O[C@]12CCC(C)CO2 5α-spirostane